C1(CCCCC1)N(C(=O)C=1C=C2C=CC(=CC2=CC1)C(=O)N)C1CCCCC1 N',N'-dicyclohexyl-2,6-naphthalenedicarboxamide